ethyl ((4-(4-(5-fluoroisoindoline-2-carboxamido)phenyl)-3,6-dihydropyridin-1(2H)-yl)sulfonyl)carbamate FC=1C=C2CN(CC2=CC1)C(=O)NC1=CC=C(C=C1)C=1CCN(CC1)S(=O)(=O)NC(OCC)=O